OC(CO)C1(CC2=C3N(N=C2CC1)C=C(C=C3)C)CC(=O)N (2-(1,2-dihydroxyethyl)-8-methyl-1,2,3,4-tetrahydropyrido[1,2-b]indazol-2-yl)acetamide